NC1=NC=CC=C1C1=NC=2C(=NC=CC2)N1C1=CC=C(CN2CCN(CC2)C(=O)OC(C)(C)C)C=C1 tert-butyl 4-(4-(2-(2-aminopyridin-3-yl)-3H-imidazo[4,5-b]pyridin-3-yl)benzyl)piperazine-1-carboxylate